(4-bromo-2-iodophenyl) (methyl) sulfone CS(=O)(=O)C1=C(C=C(C=C1)Br)I